tert-butyl (3aS,6S,6aR)-6-(acetylsulfanylmethyl)-2-benzyl-4-oxo-3,3a,6,6a-tetrahydro-1H-pyrrolo[3,4-c]pyrrole-5-carboxylate C(C)(=O)SC[C@H]1N(C([C@H]2[C@@H]1CN(C2)CC2=CC=CC=C2)=O)C(=O)OC(C)(C)C